NC1=CC2=CC=CC=C2C(=C1)N 2,4-diaminonaphthalene